CC1=C(C=CC(=C1)C)S(=O)(=O)[O-].N[N+]1=CC(=C(C=C1)Br)F 1-amino-4-bromo-3-fluoropyridin-1-ium 2,4-dimethylbenzenesulfonate